2-chloro-9-(cis-4-hydroxy-4-methylcyclohexyl)-7-methyl-7,9-dihydro-8H-purin-8-one ClC1=NC=C2N(C(N(C2=N1)C1CCC(CC1)(C)O)=O)C